1-(4-nitro-2-(trifluoromethyl)phenyl)piperazine [N+](=O)([O-])C1=CC(=C(C=C1)N1CCNCC1)C(F)(F)F